ClC=1C=C(C=CC1)C(=O)N1C2CN(CC1C2)CC2=C(N=C1N2C=CC=C1)C1=CC=C(C=C1)Cl (3-Chlorophenyl)(3-{[2-(4-chlorophenyl)imidazo-[1,2-a]pyridin-3-yl]methyl}-3,6-diazabicyclo-[3.1.1]hept-6-yl)methanone